(1,4-dioxaspiro[4.5]decane-8,8-diyl)dimethanol O1CCOC12CCC(CC2)(CO)CO